C(C1=CC=CC=C1)OC(=O)NCCCOCC(=O)OC(C)(C)C tert-Butyl 2-(3-(((benzyloxy)carbonyl)amino)propoxy)acetate